disodium ascorbyl sulfate C([C@@H]([C@@H]1C(=C(C(=O)O1)OS(=O)(=O)[O-])[O-])O)O.[Na+].[Na+]